C(C)OC(C(C1=C2N(C=N1)C[C@@H](C2)F)N2N=C1C(=C(C=C(C1=C2)Cl)C2=CC(=C(C=C2)N2CCOCC2)C#N)Cl)=O (4,7-dichloro-6-(3-cyano-4-morpholinophenyl)-2H-indazol-2-yl)-2-((R)-6-fluoro-6,7-dihydro-5H-pyrrolo[1,2-c]imidazol-1-yl)acetic acid ethyl ester